2-carbamoyl-4-((2R,3S,4S,5R)-3-(3,4-difluoro-2-(methoxy-d3)phenyl)-4,5-dimethyl-5-(trifluoromethyl)pyrrolidine-2-carboxamido)pyridine 1-oxide C(N)(=O)C1=[N+](C=CC(=C1)NC(=O)[C@@H]1N[C@]([C@H]([C@H]1C1=C(C(=C(C=C1)F)F)OC([2H])([2H])[2H])C)(C(F)(F)F)C)[O-]